diethylmethylthiocarbamoyl chloride C(C)C(NC(=S)Cl)CC